FC1=C(C=C(C=C1)O)C(=O)N1CC2(C1)CC(C2)N2N=C(C=C2C(F)(F)F)C2=CC=NC=C2 (2-fluoro-5-hydroxyphenyl)(6-(3-(pyridin-4-yl)-5-(trifluoromethyl)-1H-pyrazol-1-yl)-2-azaspiro[3.3]heptan-2-yl)methanone